1-O-octanoyl-β-fructofuranose C(CCCCCCC)(=O)OC[C@]1(O)[C@@H](O)[C@H](O)[C@H](O1)CO